11-methylenepentacosane C=C(CCCCCCCCCC)CCCCCCCCCCCCCC